1-(5-(4-amino-7-cyclopropyl-7H-pyrrolo[2,3-d]pyrimidin-5-yl)-4-fluoroindolin-1-yl)-2-(2-fluoro-5-(trifluorometh-yl)phenyl)ethan-1-one NC=1C2=C(N=CN1)N(C=C2C=2C(=C1CCN(C1=CC2)C(CC2=C(C=CC(=C2)C(F)(F)F)F)=O)F)C2CC2